BrC1=CC=C(C=C1)OC(F)(F)F 1-bromo-4-trifluoromethoxy-benzene